ClCC1C2C=CC(C1)C2 2-chloromethylbicyclo[2.2.1]Hept-5-ene